C(C)(C)(C)OCC#CC1=C(C=C(C(=O)O)C=C1)C(F)(F)F 4-(3-(tert-Butoxy)prop-1-yn-1-yl)-3-(trifluoromethyl)benzoic acid